C(C)C=1C(NC2=CC(=CN=C2C1)CN1CC2(C1)CN(C2)C2=CC=C(C=C2)F)=O 3-ethyl-7-((6-(4-fluorophenyl)-2,6-diazaspiro[3.3]heptan-2-yl)methyl)-1,5-naphthyridin-2(1H)-one